C(#N)[C@H](CC1C(NC2=CC(=CC=C12)C)=O)NC([C@H](CC1CC1)NC(=O)C=1NC2=CC=CC(=C2C1)OC)=O N-[(1S)-2-[[(1S)-1-cyano-2-(6-methyl-2-oxo-indolin-3-yl)ethyl]amino]-1-(cyclopropylmethyl)-2-oxo-ethyl]-4-methoxy-1H-indole-2-carboxamide